1-(4-(6-chloro-7-(2,4-difluoro-6-hydroxy-phenyl)-8-fluoro-quinazolin-4-yl)piperazin-1-yl)prop-2-en-1-one ClC=1C=C2C(=NC=NC2=C(C1C1=C(C=C(C=C1O)F)F)F)N1CCN(CC1)C(C=C)=O